4-(5-cyano-2-methoxyphenyl)-6-methylpyridine-3-carboxamide C(#N)C=1C=CC(=C(C1)C1=C(C=NC(=C1)C)C(=O)N)OC